FC1=CC(=C(C=C1)NC1=C(C(=O)NC=2N=NC(=CC2C)OC)C=CC(=C1)C(F)(F)F)C 2-((4-fluoro-2-methylphenyl)-amino)-N-(6-methoxy-4-methylpyridazin-3-yl)-4-(trifluoromethyl)-benzamide